C(CCC)C1=CC=2P(OC3=C(C=C(C=C3C2C=C1)CCCC)CCCC)=O 2,6,8-tributyl-9,10-dihydro-9-oxa-10-phosphaphenanthrene-10-oxide